1-(phenylsulfonyl)-1H-iodole C1(=CC=CC=C1)S(=O)(=O)I1C=CC=C1